4-(tert-Butoxycarbonylamino)-1-[3-pyrimidin-5-yl-1-(2-trimethylsilylethoxymethyl)pyrrolo[2,3-b]pyridin-4-yl]piperidine-4-carboxylic acid methyl ester COC(=O)C1(CCN(CC1)C1=C2C(=NC=C1)N(C=C2C=2C=NC=NC2)COCC[Si](C)(C)C)NC(=O)OC(C)(C)C